BrC1=CN=C(C=2N1N=CC2Cl)N 7-bromo-3-chloropyrazolo[1,5-a]pyrazin-4-amine